C(C)(C)(C)OC(N[C@@H]1C[C@H](C1)C=1SC(=CN1)C1=C(C=C(C=C1)N)S(NC(C)(C)C)(=O)=O)=O trans-N-[3-[5-[4-amino-2-(tert-butylsulfamoyl)phenyl]thiazol-2-yl]cyclobutyl]carbamic acid tert-butyl ester